5-(4-hydroxypyrrolidin-3-yl)-4-methylisobenzofuran-1(3H)-one hydrochloride Cl.OC1C(CNC1)C=1C(=C2COC(C2=CC1)=O)C